O[C@H]1C[C@@H](N(C1)C)C(=O)OC methyl (4s)-4-hydroxy-1-methyl-D-prolinate